N-methylmorpholine-3-one CN1C(COCC1)=O